(S)-N-(4-(4-fluorophenyl)-5-(4-methylquinazolin-6-yl)pyrimidin-2-yl)-2-methylmorpholine-4-carboxamide FC1=CC=C(C=C1)C1=NC(=NC=C1C=1C=C2C(=NC=NC2=CC1)C)NC(=O)N1C[C@@H](OCC1)C